2-(6-amino-1-(4-aminobenzyl)-1H-pyrazolo[3,4-d]pyrimidin-4-yl)isonicotinic acid NC1=NC(=C2C(=N1)N(N=C2)CC2=CC=C(C=C2)N)C=2C=C(C(=O)O)C=CN2